C(C1=CC=NC=C1)(=O)N[C@@H]1CCNC1 (3r,4r)-4-(isonicotinamido)pyrrolidin